The molecule is a phthalic acid monoester obtained by formal condensation of one of the carboxy groups of phthalic acid with the hydroxy group of 7-hydroxy-2,6-dimethylheptanoic acid. It is a dicarboxylic acid and a phthalic acid monoester. CC(CCCC(C)C(=O)O)COC(=O)C1=CC=CC=C1C(=O)O